C1(=CC=CC=C1)NC(=O)CNC(=O)C1=CC=CC(=N1)C1=CC=C2C=CC=C(C2=C1)NC(C=C)=O N-[7-(6-{[(phenylcarbamoyl)methyl]carbamoyl}pyridin-2-yl)naphthalen-1-yl]prop-2-enamide